C(C)(C)(C)OC(NC=1C2=C(N=NC1CC1CCC1)CCC2)=O (3-(Cyclobutylmethyl)-6,7-dihydro-5H-cyclopenta[c]pyridazin-4-yl)carbamic acid tert-butyl ester